C(C)N1N=C(C2=C1C(NCC1(CCOCC1)C2)=O)CCCC=2OC=C(N2)C(=O)O 3-(1-Ethyl-8-oxo-spiro[6,7-dihydro-4H-pyrazolo[3,4-c]azepin-5,4'-tetrahydropyran]-3-yl)propyl-oxazole-4-carboxylic acid